CC(C)CCC(CCC(C)C)C(OP(=O)([O-])O)C[N+](C)(C)C 2,8-Dimethyl-5-Nonyl-phospho-choline